C(CCCCCCCCCCCCCCCCC(=O)[O-])(=O)OCCCCCCC(CCCCCCOC(CCCCCCCCCCCCCCCCC(=O)[O-])=O)OC(NCCOCCN(C)C)=O O1-(7-(((2-(2-(dimethylamino) ethoxy) ethyl) carbamoyl) oxy) tridecane-1,13-diyl) bis(octadecanedioate)